tert-butyl 4-[5-[1-(1,6-dimethylpyrazolo[3,4-b]pyridin-4-yl)-5-methyl-3,6-dihydro-2H-pyridin-4-yl]-4-methyl-2-pyridyl]piperazine-1-carboxylate CN1N=CC=2C1=NC(=CC2N2CCC(=C(C2)C)C=2C(=CC(=NC2)N2CCN(CC2)C(=O)OC(C)(C)C)C)C